P(O)(N)OC[C@@H]1[C@H](C[C@@H](O1)N1C=NC=2C(N)=NC=NC12)O deoxyAdenosine phosphoramidite